methyl 3-iodo-4-((oxazol-5-ylmethyl)sulfonyl)benzoate Methyl-3-iodo-4-((oxazol-5-ylmethyl)thio)benzoate COC(C1=CC(=C(C=C1)SCC1=CN=CO1)I)=O.IC=1C=C(C(=O)OC)C=CC1S(=O)(=O)CC1=CN=CO1